C[C@@H]1N(CCC1)CC1=CC=2C=NC(=CC2N1COCC[Si](C)(C)C)NC(=O)C=1C=C2C=NN(C2=CC1)C1=CC=NC=C1 N-(2-[[(2S)-2-methylpyrrolidin-1-yl]methyl]-1-[[2-(trimethylsilyl)ethoxy]methyl]pyrrolo[3,2-c]pyridin-6-yl)-1-(pyridin-4-yl)indazole-5-carboxamide